(3R,4R)-4-({7-cyclopentyl-5-fluoropyrrolo[2,1-f][1,2,4]triazin-2-yl}amino)-3-fluoropiperidine-1-carboxylic acid tert-butyl ester C(C)(C)(C)OC(=O)N1C[C@H]([C@@H](CC1)NC1=NN2C(C=N1)=C(C=C2C2CCCC2)F)F